2-((4-(2,7-diazaspiro[3.5]nonan-2-yl)pyrimidin-5-yl)oxy)-5-fluoro-N-isopropyl-N-methylbenzamide hydrochloride Cl.C1N(CC12CCNCC2)C2=NC=NC=C2OC2=C(C(=O)N(C)C(C)C)C=C(C=C2)F